C(C=C)(=O)OC=1C(=CC=CC1)OC(C=C)=O benzenediol diacrylate